FC(OC1=C(C#N)C=CC=C1)(F)F 2-trifluoromethoxybenzonitrile